Ethyl (E)-3-(7-carbamoyl-2-(1-ethyl-3-methyl-1H-pyrazole-5-carboxamido)-3-methyl-3,4-dihydro-5-oxa-1,2a-diazaacenaphthylen-3-yl)acrylate C(N)(=O)C=1C=C2OCC(N3C(=NC(C1)=C32)NC(=O)C3=CC(=NN3CC)C)(C)/C=C/C(=O)OCC